3-Isobutoxy-4-methoxyiodobenzene C(C(C)C)OC=1C=C(C=CC1OC)I